FC(OC1=NC=CC(=C1)CNC(=O)N[C@H]1[C@H](CC1)C(F)(F)F)F |r| 1-[[2-(difluoro-methoxy)pyridin-4-yl]methyl]-3-[rac-(1R,2S)-2-(trifluoromethyl)cyclobutyl]urea